C[C@H](CC[C@@H](C)[C@H]1CC[C@H]2[C@@H]3CC=C4C[C@H](CC[C@@]4([C@H]3CC[C@]12C)C)O)C(C)C (3S,8S,9S,10R,13R,14S,17R)-17-((2R,5R)-5,6-dimethylheptan-2-yl)-10,13-dimethyl-2,3,4,7,8,9,10,11,12,13,14,15,16,17-tetradecahydro-1H-cyclopenta[a]phenanthren-3-ol